FC=1COC2=C(C1O)C=C(C=C2)C (3S,4R)-3-fluoro-6-methylbenzopyran-4-ol